N[C@@H](CNC(COC)C=1C=C(C2=C(N=C(O2)[C@H](C2CCC(CC2)(F)F)NC(OCC2=CC=CC=C2)=O)C1)F)C(F)(F)F Benzyl ((1S)-(5-(1-(((S)-2-amino-3,3,3-trifluoropropyl)amino)-2-methoxy-ethyl)-7-fluorobenzo[d]oxazol-2-yl)(4,4-difluorocyclohexyl)methyl)carbamate